N-methyl-5-(4-((8-methyl-6-oxo-7-(trifluoromethyl)-5,6-dihydro-1,5-naphthyridin-3-yl)methyl)-4,7-diazaspiro[2.5]octan-7-yl)picolinamide CNC(C1=NC=C(C=C1)N1CCN(C2(CC2)C1)CC=1C=NC=2C(=C(C(NC2C1)=O)C(F)(F)F)C)=O